(2-(2,6-bis(benzyloxy)pyridin-3-yl)benzo[d]oxazol-6-yl)(4-methylisoindolin-2-yl)methanone C(C1=CC=CC=C1)OC1=NC(=CC=C1C=1OC2=C(N1)C=CC(=C2)C(=O)N2CC1=CC=CC(=C1C2)C)OCC2=CC=CC=C2